CC1(C)CCCC(C)=C1\C=C\C(\C)=C\C=C\C(\C)=C\C=C/C=C(\C)/C=C/C=C(\C)/C=C/C1=C(C)CCCC1(C)C 15-cis-beta-carotene